(2S,3'R,6'R)-6'-hydroxy-2'-(hydroxymethyl)-2',4',6'-trimethyl-3'-((tributylsilyl)oxy)-2',3'-dihydrospiro[cyclopropane-1,5'-inden]-7'(6'H)-one O[C@@]1(C2(C(=C3[C@H](C(C=C3C1=O)(C)CO)O[Si](CCCC)(CCCC)CCCC)C)CC2)C